NC=1SC2=C(N1)C(=CC(=C2)Cl)Cl 2-amino-4,6-dichlorobenzothiazole